ClCC1=NC(=NO1)C1=C(C=C(C=C1)Br)Br 5-(chloromethyl)-3-(2,4-dibromophenyl)-1,2,4-oxadiazole